COC(\C=C\C1(CC1)NC(=O)OC(C)(C)C)=O (E)-3-(1-((tert-butoxycarbonyl)amino)cyclopropyl)acrylic acid methyl ester